1-heptadecanoyl-2-(9Z-tetradecenoyl)-sn-glycero-3-phosphoserine CCCCCCCCCCCCCCCCC(=O)OC[C@H](COP(=O)(O)OC[C@@H](C(=O)O)N)OC(=O)CCCCCCC/C=C\CCCC